2-methoxy-4-(4-morpholinophenylamino)thiophen (2-(4-methoxybenzyl)-3-oxo-4-(trifluoromethyl)-3,5,6,7-tetrahydro-2H-cyclopenta[c]pyridazin-7-yl)methyl-trifluoromethanesulfonate COC1=CC=C(CN2N=C3C(=C(C2=O)C(F)(F)F)CCC3COS(=O)(=O)C(F)(F)F)C=C1.COC=1SC=C(C1)NC1=CC=C(C=C1)N1CCOCC1